(3,6-dimethyleneoct-4-ene-1,8-diyl)bis(thiomorpholine) C=C(CCN1CCSCC1)C=CC(CCN1CCSCC1)=C